NCC1=NC(=CC=C1N1[C@@H](CN(CC1)C(=O)OC(C)(C)C)CC)C1=C(C=CC=C1)OCC tert-butyl (R)-4-(2-(aminomethyl)-6-(2-ethoxyphenyl)pyridin-3-yl)-3-ethylpiperazine-1-carboxylate